4-[(trimethylsilyl)ethynyl]-benzaldehyde C[Si](C)(C)C#CC1=CC=C(C=O)C=C1